CC1=NC(=CC(=N1)NC1=CC2=C(C=N1)C(NN2C2=C(C(=CC=C2)C2=NN(C=N2)C)OC)=O)C 6-((2,6-dimethylpyrimidin-4-yl)amino)-1-(2-methoxy-3-(1-methyl-1H-1,2,4-triazol-3-yl)phenyl)-1,2-dihydro-3H-pyrazolo[4,3-c]pyridin-3-one